C1(CCCCC1)NCCCS(=O)(=O)O.FC=1C=C(C=C(C1OC)F)C(=O)N1C2=C(S(C3(CC3)C1)=O)C=CC=C2 (3,5-difluoro-4-methoxyphenyl)(1-oxospiro[benzo[b][1,4]thiazine-2,1'-cyclopropane]-4(3H)-yl)methanone 3-(cyclohexylamino)-propanesulfonate